2,3-dimethyl-3-(p-tolyl)cyclopentan-1-one CC1C(CCC1(C1=CC=C(C=C1)C)C)=O